(R)-4-((4-(methylamino)-1-(phenylsulfanyl)but-2-yl)amino)-3-((trifluoromethyl)sulfonyl)benzenesulfonamide tert-butyl-(1-(4-(difluoromethoxy)phenyl)ethyl)(2-hydroxyethyl)carbamate C(C)(C)(C)OC(N(CCO)C(C)C1=CC=C(C=C1)OC(F)F)=O.CNCC[C@H](CSC1=CC=CC=C1)NC1=C(C=C(C=C1)S(=O)(=O)N)S(=O)(=O)C(F)(F)F